(S)-(2,7-dimethyl-3-(1-methyl-3-(trifluoromethyl)-1H-pyrazol-5-yl)-2,4,5,7-tetrahydro-6H-pyrazolo[3,4-c]Pyridin-6-yl)(2-methyl-3-(trifluoromethoxy)phenyl)methanone CN1N=C2[C@@H](N(CCC2=C1C1=CC(=NN1C)C(F)(F)F)C(=O)C1=C(C(=CC=C1)OC(F)(F)F)C)C